N-(7-(methoxy-d3)-4-(1-(methyl-d3)-5-phenyl-1H-pyrazol-4-yl)pyrido[3,2-d]pyrimidin-6-yl)-1-(trifluoromethyl)cyclopropane-1-carboxamide C(OC1=CC=2N=CN=C(C2N=C1NC(=O)C1(CC1)C(F)(F)F)C=1C=NN(C1C1=CC=CC=C1)C([2H])([2H])[2H])([2H])([2H])[2H]